2-propanol-d8 [2H]C([2H])([2H])C([2H])(C([2H])([2H])[2H])O[2H]